CNC=1C2=C(N=C(N1)C1=CC=NC=C1)C=NC=C2 N-methyl-2-(pyridin-4-yl)pyrido[3,4-d]pyrimidin-4-amine